FC1(CN(CCC1N1CCN(CC1)C1=NC=CC2=C1N(C(N2)=O)C)C(=O)OC(C)(C)C)F Tert-butyl 3,3-difluoro-4-[4-(3-methyl-2-oxo-1H-imidazo[4,5-c]pyridin-4-yl)piperazin-1-yl]piperidine-1-carboxylate